CO[C@]1(CN(CC1)C1=CC=CC(=N1)C1=NC2=CC(=NC=C2C=C1)CNC(C1=CN=CC(=C1)S(=O)(=O)C)=O)C |r| (Racemic)-N-((2-(6-(3-methoxy-3-methylpyrrolidin-1-yl)pyridin-2-yl)-1,6-naphthyridin-7-yl)methyl)-5-(methylsulfonyl)nicotinamide